C(#N)C1=CC=C(C2=CC=CC=C12)C=1C=NC=CC1SC(C(=O)O)(C)C 2-((3-(4-cyanonaphthalen-1-yl)pyridine-4-yl)thio)-2-methylpropanoic acid